Dimethyl 2-(((2-bromothiazol-5-yl)amino)methylene)malonate BrC=1SC(=CN1)NC=C(C(=O)OC)C(=O)OC